tert-butyl [(1R,2R)-2-(3-chloro-4-methyl-6,7-dihydropyrido[2,3-c]pyridazin-8(5H)-yl)cyclohexyl](methyl)carbamate ClC1=C(C2=C(N=N1)N(CCC2)[C@H]2[C@@H](CCCC2)N(C(OC(C)(C)C)=O)C)C